2-(propan-2-yl)pyridin CC(C)C1=NC=CC=C1